C(CCCCCCCCC)(=O)O[C@@H](CC(=O)O[C@@H]1[C@H]([C@H](CC[C@@H](CC(=O)OCC2=CC=CC=C2)NC(C[C@@H](CCCCCCCCCCC)OC(CCCCCCCCC)=O)=O)O[C@@H]([C@H]1O)CO)NC(C[C@@H](CCCCCCCCCCC)OC(CCCCCCCCC)=O)=O)CCCCCCCCCCC Benzyl 6,10-Anhydro-8-O-[(3R)-3-(decanoyloxy) tetradecanoyl]-3,7-bis{[(3R)-3-(decanoyloxy) tetraDecanoyl] Amino}-2,3,4,5,7-Pentadeoxy-D-Erythro-L-galacto-undeconate